tert-butyl 2-(4-cyano-2-(2-fluoropyridin-4-yl)-6-isopropyl-phenyl)acetate C(#N)C1=CC(=C(C(=C1)C(C)C)CC(=O)OC(C)(C)C)C1=CC(=NC=C1)F